C(C1=CC=CC=C1)N1N=C(C=C(C1=O)C(F)(F)F)C1=CC(=C(C=C1)OC)OC 2-benzyl-6-(3,4-dimethoxyphenyl)-4-(trifluoromethyl)pyridazin-3(2H)-one